3-(5-(benzothien-3-ylmethoxy)-2-fluoro-4-methoxyphenyl)-2,4-dioxo-1H-thieno[3,4-d]pyrimidine-5-carboxylic acid S1C=C(C2=C1C=CC=C2)COC=2C(=CC(=C(C2)N2C(NC=1C(C2=O)=C(SC1)C(=O)O)=O)F)OC